benzyl (2-(2-((3-bromoprop-2-yn-1-yl)oxy)ethoxy)ethyl)(methyl)carbamate BrC#CCOCCOCCN(C(OCC1=CC=CC=C1)=O)C